C(C)(C)(C)NC(CN(C=1C2=C(N=C(N1)C=1N=NC=CC1)CCC2)C)=O N-tert-butyl-2-{methyl[2-(pyridazin-3-yl)-5H,6H,7H-cyclopenta[d]pyrimidin-4-yl]amino}acetamide